1-(2-{[2-(1H-1,3-Benzodiazol-2-yl)ethyl]amino}ethyl)-N-[(3-fluoropyridin-2-yl)methyl]-1H-1,2,4-triazole-3-carboxamide N1C(=NC2=C1C=CC=C2)CCNCCN2N=C(N=C2)C(=O)NCC2=NC=CC=C2F